4-(3,4-Dihydro-2H-1,3-benzoxazin-8-yl)-2-(3-oxa-8-azabicyclo[3.2.1]oct-8-yl)benzoic acid methyl ester dihydrochloride Cl.Cl.COC(C1=C(C=C(C=C1)C1=CC=CC=2CNCOC21)N2C1COCC2CC1)=O